CNC(=S)NNC(=O)C=1C(=NN(C1)C)C1=CC(=CC=C1)[N+](=O)[O-] N-methyl-2-(1-methyl-3-(3-nitrophenyl)-1H-pyrazole-4-carbonyl)hydrazine-1-thiocarboxamide